ClC=1C(=NC(=CC1)Br)N 3-Chloro-6-bromopyridin-2-amine